benzyl (R)-2-(tert-butoxycarbonyl (methyl) amino)-4-oxobutyrate C(C)(C)(C)OC(=O)N([C@@H](C(=O)OCC1=CC=CC=C1)CC=O)C